(2S,4R)-6-chloro-4-hydroxy-N-(3-{5-[cis-3-hydroxycyclobutyl]-4,5-dihydro-1,2-oxazol-3-yl}bicyclo[1.1.1]pentan-1-yl)-3,4-dihydro-2H-1-benzopyran-2-carboxamide ClC=1C=CC2=C([C@@H](C[C@H](O2)C(=O)NC23CC(C2)(C3)C3=NOC(C3)[C@@H]3C[C@@H](C3)O)O)C1